2-(3,4-dichlorophenyl)-7-(1-methyl-1H-imidazol-4-yl)-1H-indole-5-carboxylic acid ClC=1C=C(C=CC1Cl)C=1NC2=C(C=C(C=C2C1)C(=O)O)C=1N=CN(C1)C